CC1=C(C=C(C=C1)C1=CC=C(C=C1N)C)N 4,4'-dimethyl-3,6'-diaminobiphenyl